7-cyclobutyl-8-hydroxy-2-oxo-1H-quinoline-3-carboxylic acid C1(CCC1)C1=CC=C2C=C(C(NC2=C1O)=O)C(=O)O